COC1=C(N)C=C(C(=C1)[N+](=O)[O-])C(F)(F)F 2-methoxy-4-nitro-5-(trifluoromethyl)aniline